C(C1=CC=C(C=C1)O)C1=CC=C(C=C1)O 4,4'-Methylenbis[phenol]